(3E)-1-iodo-12,12-dihexyloxy-3-dodecene ICC\C=C\CCCCCCCC(OCCCCCC)OCCCCCC